2-(3-chloro-8-methoxyisoquinolin-5-yl)propan-2-ol ClC=1N=CC2=C(C=CC(=C2C1)C(C)(C)O)OC